O=C1N(C(C=C1)=O)CC1OCCCO1 2-((2,5-dioxo-2,5-dihydro-1H-pyrrol-1-yl)methyl)-1,3-dioxane